C1(=CC=CC=C1)NC([C@@H](NS(=O)(=O)C=C)C1=CC=CC=C1)=O (S)-N,2-diphenyl-2-(vinylsulfonamido)acetamide